silver-cadmium-silver [Ag].[Cd].[Ag]